N1=C(C(CC=C1)(C(=O)O)C(=O)O)C1=NC=CC=C1.[Cu] copper 2,2-bipyridine-3,3-dicarboxylic acid